3-(1-oxo-5-((4-(4-(3-(quinolin-4-yl)pyrazolo[1,5-a]pyrimidin-6-yl)phenyl)piperazine-1-yl)methyl)isoindoline-2-yl)piperidine-2,6-dione O=C1N(CC2=CC(=CC=C12)CN1CCN(CC1)C1=CC=C(C=C1)C=1C=NC=2N(C1)N=CC2C2=CC=NC1=CC=CC=C21)C2C(NC(CC2)=O)=O